3-(2,6-difluoro-3,5-dimethoxyphenyl)-1-(4-fluorophenyl)-8-[(4-methylpiperazin-1-yl)methyl]-1,3,4,7-tetrahydro-2H-pyrrolo[3',2':5,6]pyrido[4,3-d]pyrimidin-2-one FC1=C(C(=C(C=C1OC)OC)F)N1C(N(C2=C(C1)C=NC1=C2C=C(N1)CN1CCN(CC1)C)C1=CC=C(C=C1)F)=O